4,5-dihydroxy-1,2-dithiane OC1CSSCC1O